NC=1C(=NC=C(N1)N1CCC(CC1)(C)CN)SC=1C(=C(C=CC1)NC(C(=O)N(C)C)=O)Cl N1-(3-((3-amino-5-(4-(aminomethyl)-4-methylpiperidin-1-yl)pyrazin-2-yl)thio)-2-chlorophenyl)-N2,N2-dimethyloxalamide